CC=1C=CC(=C(C=O)C1)N(C)C 5-Methyl-2-(N,N-dimethylamino)benzaldehyde